4,7-dibromo-2-(trifluoromethyl)-1H-benzimidazole BrC1=CC=C(C=2NC(=NC21)C(F)(F)F)Br